N1CC(C1)C1=NN(C2=NC=CC(=C21)N2C=NC=C2)C2=CC=C(C=C2)OC(F)(F)F 3-(azetidin-3-yl)-4-(1H-imidazol-1-yl)-1-(4-(trifluoromethoxy)phenyl)-1H-pyrazolo[3,4-b]pyridine